(1R,3R)-3-(3-(trifluoromethyl)phenoxy)cyclopentan-1-amine FC(C=1C=C(O[C@H]2C[C@@H](CC2)N)C=CC1)(F)F